FC(CCC#N)(C1=CC(=NC=C1)OC)F 4,4-difluoro-4-(2-methoxypyridin-4-yl)butanenitrile